(2,2-difluoro-1,3-benzodioxol-5-yl)methanol FC1(OC2=C(O1)C=CC(=C2)CO)F